C1(CC1)C(=O)NC1=NC=CC(=C1)OC1=C(C=C(C=C1)NC(=O)C=1N=CN(C1)C1=C(C=CC=C1)F)F N-(4-{[2-(cyclopropanecarboxamido)pyridin-4-yl]oxy}-3-fluorophenyl)-1-(2-fluorophenyl)-1H-imidazole-4-carboxamide